C(CCCCCCCCCCC)[N+](C(C(=O)O)CC)(O)O N-lauryl-N,N-dihydroxyethyl-N-carboxymethylammonium